17-(propylamino)-17-oxoheptadecanamide C(CC)NC(CCCCCCCCCCCCCCCC(=O)N)=O